1,5-Bis(3-methoxy-4-octyloxy-phenyl)penta-1,4-dien-3-on COC=1C=C(C=CC1OCCCCCCCC)C=CC(C=CC1=CC(=C(C=C1)OCCCCCCCC)OC)=O